(S)-7-(4-fluorophenyl)-2-oxo-1,2-dihydrospiro[pyrido[2,3-b][1,4]oxazine-3,3'-pyrrolidine]-1'-carbonitrile FC1=CC=C(C=C1)C1=CC2=C(O[C@@]3(CN(CC3)C#N)C(N2)=O)N=C1